ClC1=C(OCC2C(C2)C(=O)O)C(=CC(=C1)C1=NC(=CC(=N1)OC1CCC1)C)F 2-[2-chloro-4-(4-cyclobutoxy-6-methyl-pyrimidin-2-yl)-6-fluoro-phenoxymethyl]-cyclopropanecarboxylic acid